N-[4-[4-aminobutanoyl(methyl)amino]butyl]-N-ethyl-6,7-dihydroxy-5-nitro-naphthalene-2-carboxamide NCCCC(=O)N(CCCCN(C(=O)C1=CC2=CC(=C(C(=C2C=C1)[N+](=O)[O-])O)O)CC)C